BrC=1C2=C(C(NC1)=O)N(C(=C2)C=O)COCC[Si](C)(C)C 4-bromo-7-oxo-1-(2-trimethylsilylethoxymethyl)-6H-pyrrolo[2,3-c]pyridine-2-carbaldehyde